C1(=CC=CC=C1)C=1C(=C2C(=NC1C(F)(F)F)CCC2)NC(=O)N=S(=O)(N)C2=NNC=C2 N'-((3-phenyl-2-(trifluoromethyl)-6,7-dihydro-5H-cyclopenta[b]pyridin-4-yl)carbamoyl)-1H-pyrazole-3-sulfonimidamide